Cl.Cl.N[C@H](C(=O)O)CCCCNCCCN (S)-2-amino-6-((3-aminopropyl)amino)hexanoic acid dihydrochloride